NCC1=CC=C(C=C1)[S@](=O)(N)=NC(NC1=C2CCCC2=CC=2CCCC12)=O (S)-4-(aminomethyl)-N'-((1,2,3,5,6,7-hexahydro-s-indacen-4-yl)carbamoyl)benzenesulfonimidamide